FC=1C=C2C(=NC=NC2=CC1)N1CC=2C=C(C=NC2C(C1)C)N(C=1C=NC=CC1)C=1C=NC=CC1 6-(6-fluoroquinazolin-4-yl)-8-methyl-N,N-di(pyridin-3-yl)-5,6,7,8-tetrahydro-1,6-naphthyridin-3-amine